C(C)(=O)C1=CN(C2=CC=C(C=C12)C1=CC(=CC=C1)C(C)=O)CC(=O)N(C(C)C)CC(=O)NCC1=C(C(=CC=C1)Cl)F 2-(3-acetyl-5-(3-acetylphenyl)-1H-indol-1-yl)-N-(2-((3-chloro-2-fluorophenylmethyl)amino)-2-oxoethyl)-N-isopropylacetamide